3-cyano-4-methyl-5-phenyl-5-(trifluoromethyl)furan C(#N)C=1COC(C1C)(C(F)(F)F)C1=CC=CC=C1